O1COC2=C1C=CC(=C2)NC2=NC=C(C(=N2)N2C=NC(=C2)C(=O)N[C@H](CO)C2=CC(=CC=C2)Cl)C (S)-1-(2-(benzo[d][1,3]dioxol-5-ylamino)-5-methylpyrimidin-4-yl)-N-(1-(3-chloro-phenyl)-2-hydroxyethyl)-1H-imidazole-4-carboxamide